FC1=C(C=CC2=C1N=CS2)NC2=C1C(=NC=C2)SC(=C1)C1C(N(CCC1)C(=O)OC(C)(C)C)C tert-butyl 3-(4-((4-fluorobenzo[d]thiazol-5-yl) amino) thieno[2,3-b]pyridin-2-yl)-2-methylpiperidine-1-carboxylate